bis((3,5-dimethylhexan-3-yl)cyclopentadienyl)zirconium dichloride [Cl-].[Cl-].CC(CC)(CC(C)C)C1(C=CC=C1)[Zr+2]C1(C=CC=C1)C(CC)(CC(C)C)C